5-chloro-N-[2-chloro-4-(4,4,5,5-tetramethyl-1,3,2-dioxaborolan-2-yl)phenyl]-2-fluorobenzenesulfonamide ClC=1C=CC(=C(C1)S(=O)(=O)NC1=C(C=C(C=C1)B1OC(C(O1)(C)C)(C)C)Cl)F